NC1=NC(=CC(=N1)N1CCC2(C[C@H](NC2)C(=O)OCC)CC1)O[C@@H](C(F)(F)F)C1=CC=C(C=C1)C=1C=C2C=CN=CC2=CC1 (S)-ethyl 8-(2-amino-6-((R)-2,2,2-trifluoro-1-(4-(isoquinolin-6-yl)phenyl)ethoxy)pyrimidin-4-yl)-2,8-diazaspiro[4.5]decane-3-carboxylate